tert-butyl 8-(4-cyanophenyl)-6,9-dioxo-5-(4-(trifluoromethyl) benzyl)-2,5,8-triazaspiro[3.5]nonane-2-carboxylate C(#N)C1=CC=C(C=C1)N1CC(N(C2(CN(C2)C(=O)OC(C)(C)C)C1=O)CC1=CC=C(C=C1)C(F)(F)F)=O